7-(trifluoromethyl)-10-thia-1,3-diazatricyclo[7.4.1.05,14]tetradeca-3,5(14),6,8-tetraen-2-one FC(C1=CC=2C=NC(N3CCCSC(=C1)C32)=O)(F)F